C[C@H]1CN(C[C@H](N1)C)S(=O)(=O)C=1C=CC(=C(C(=O)NC=2C(=NN(C2C(=O)N)C)CCC)C1)OCC 4-(5-(((3s,5r)-3,5-dimethylpiperazin-1-yl)sulfonyl)-2-ethoxybenzoylamino)-1-methyl-3-propyl-1H-pyrazole-5-carboxamide